FC(C=1C(=NC=CC1)C=1C=CC(=C2CCCOC12)CCC(=O)O)(F)F 3-(8-(3-(trifluoromethyl)pyridin-2-yl)chroman-5-yl)propanoic acid